3-(3,5-difluoro-4-((1R,3R)-2-(2-fluoro-3-hydroxy-2-methylpropyl)-3-methyl-1,2,3,4-tetrahydropyrazino[1,2-a]indol-1-yl)phenoxy)azetidine-1-carboxylic acid tert-butyl ester C(C)(C)(C)OC(=O)N1CC(C1)OC1=CC(=C(C(=C1)F)[C@H]1N([C@@H](CN2C1=CC=1C=CC=CC21)C)CC(CO)(C)F)F